8-ethyl-3-(methoxymethoxy)-1-methylnaphthalene C(C)C=1C=CC=C2C=C(C=C(C12)C)OCOC